1-methyl-((1-(phenylsulfonyl)-6-(thiazol-4-ylmethoxy)-5-vinyl-1H-indol-2-yl)methyl)cyclopropane-1-carboxamide CC1(C(C1)CC=1N(C2=CC(=C(C=C2C1)C=C)OCC=1N=CSC1)S(=O)(=O)C1=CC=CC=C1)C(=O)N